FC1=CC=C(C=C1)C1C(C1)(C(=O)NC1=CC=C(C=C1)OC1=CC=NC2=CC(=C(C=C12)C(NC)=O)OC)C(=O)N (4-fluorophenyl)-N-(4-((7-methoxy-6-(methylcarbamoyl)quinolin-4-yl)oxy)phenyl)cyclopropane-1,1-dicarboxamide